O=C1NC(CCC1C1=CC=C(C=C1)N1CCC(CC1)CN(C1CC(C1)NC(OC(C)(C)C)=O)C)=O tert-butyl (3-(((1-(4-(2,6-dioxopiperidin-3-yl)phenyl)piperidin-4-yl)methyl)(methyl)amino)cyclobutyl)carbamate